C1(CC1)C=1N=NN(C1)[C@H](C(=O)N1[C@@H](C[C@H](C1)O)C(=O)NCCN(C)S(=O)(=O)C1=CC=C(C=C1)F)C(C)(C)C (2S,4r)-1-[(2S)-2-(4-cyclopropyl-triazol-1-yl)-3,3-dimethyl-butyryl]-N-[2-[(4-fluorophenyl)sulfonyl-methyl-amino]ethyl]-4-hydroxy-pyrrolidine-2-carboxamide